acryloyloxytridecyl-chlorotrimethylsilane C(C=C)(=O)OCCCCCCCCCCCCCC[Si](C)(C)Cl